N1N=C(C=C1)CN1N=CC2=C(C1=O)N(C1=C2CCN(C1)S(=O)(=O)C)C 3-((1H-pyrazol-3-yl)methyl)-5-methyl-7-(methylsulfonyl)-3,5,6,7,8,9-hexahydro-4H-pyrido[4',3':4,5]pyrrolo[2,3-d]pyridazin-4-one